O=C(NCC)COCCOCCNC(COCCOCCNC(CCCNC(CCCCCCCCCCCCCCC(=O)[O-])=O)=O)=O 4,13,22,27-tetraoxo-6,9,15,18-tetraoxa-3,12,21,26-tetraazadotetracontan-42-oate